FC(C(C(=O)C1=CC=C(C=C1)C)C1=CC=CC=C1)F 3,3-difluoro-2-phenyl-1-(p-tolyl)propan-1-one